CO[Si](CCCS(=O)(=O)O)(OC)OC 3-(trimethoxysilyl)-1-propanesulfonic acid